6-bromo-3-methoxy-2-(trideuteromethyl)aniline BrC1=CC=C(C(=C1N)C([2H])([2H])[2H])OC